ClCC1=CC(=NC=C1)C1=NC=CC(=C1)C 4-(Chloromethyl)-4'-methyl-2,2'-bipyridyl